C(CCCCC)C1=CC=C(C=C1)N(C1=CC=CC=C1)C1=CC=C(C=C1)CCCCCC N,N-bis(4-hexylphenyl)aniline